3-cyclopropyl-5-(3-cyclopropylphenoxy)-N-[2-(2,4-dichlorophenyl)-2-fluoro-ethyl]pyridazine-4-carboxamide C1(CC1)C=1N=NC=C(C1C(=O)NCC(F)C1=C(C=C(C=C1)Cl)Cl)OC1=CC(=CC=C1)C1CC1